4-morpholinopyrrolidin-3-ol O1CCN(CC1)C1C(CNC1)O